C(#N)C1NCCC1 2-cyanopyrrolidin